C(C)(=O)N(C(C)=O)C1=C(C=C(C=C1I)C)SCC1=CC=CC=C1 N-acetyl-N-(2-(benzylthio)-6-iodo-4-methylphenyl)acetamide